CN1N=CC(=C1)N[C@@H]1COC2=C1C=CC(=C2)C(F)(F)F (S)-1-methyl-N-(6-(trifluoromethyl)-2,3-dihydrobenzofuran-3-yl)-1H-pyrazol-4-amine